(1R,2S)-2-fluoro-6-methoxy-1,2,3,4-tetrahydronaphthalen-1-ol F[C@@H]1[C@@H](C2=CC=C(C=C2CC1)OC)O